N-{[6-({[(oxan-4-yl)methyl]amino}methyl)imidazo[1,2-a]pyridin-2-yl]methyl}-4-oxo-4H-pyrido[1,2-a]pyrimidine-2-carboxamide O1CCC(CC1)CNCC=1C=CC=2N(C1)C=C(N2)CNC(=O)C=2N=C1N(C(C2)=O)C=CC=C1